3,4-Difluorobenzeneboronic acid FC=1C=C(C=CC1F)B(O)O